methyl 2-((1RS,4SR,6RS)-6-((5-cyclopropyl-3-(2,6-dichlorophenyl) isoxazol-4-yl)methoxy)-2-azabicyclo[2.2.1]heptan-2-yl)benzo[d]thiazole-6-carboxylate C1(CC1)C1=C(C(=NO1)C1=C(C=CC=C1Cl)Cl)CO[C@@H]1C[C@H]2CN([C@@H]1C2)C=2SC1=C(N2)C=CC(=C1)C(=O)OC |r|